(5-bromo-4-fluoro-2-iodo-phenyl)hydrazine BrC=1C(=CC(=C(C1)NN)I)F